3,5-dimethyl-N-(5-((1s,3s)-3-(4-(trifluoromethyl)phenyl)cyclobutoxy)-1H-indol-3-yl)isoxazole-4-carboxamide CC1=NOC(=C1C(=O)NC1=CNC2=CC=C(C=C12)OC1CC(C1)C1=CC=C(C=C1)C(F)(F)F)C